[Mn](=O)(=O)([O-])[O-].[Li+].[Cr+3].[Ni+2].[Mn](=O)(=O)([O-])[O-].[Mn](=O)(=O)([O-])[O-] Nickel-chromium lithium manganate